2-(piperazin-1-yl)benzo[d]oxazol-6-amine N1(CCNCC1)C=1OC2=C(N1)C=CC(=C2)N